FC(O[C@H]1C[C@H](C1)COC=1C=NN(C1)C12CC(C1)(C2)NC(OC(C)(C)C)=O)(F)F tert-butyl [3-(4-{[cis-3-(trifluoromethoxy)cyclobutyl]methoxy}-1H-pyrazol-1-yl)bicyclo[1.1.1]pentan-1-yl]carbamate